OCC#CC1CC(C1)OC1CCN(CC1)C(=O)OC(C)(C)C tert-butyl 4-((1r,3r)-3-(3-hydroxyprop-1-yn-1-yl)cyclobutoxy)piperidine-1-carboxylate